C(C)C(COC=1C=C(C=CC1)O)CCCC 3-(2-ethylhexoxy)-phenol